OC(C(=O)O[C@H]1CC[C@@]2(C3CC[C@@]4([C@H](CCC4C3CC=C2C1)[C@H](C)CCCC(C)C)C)C)C(C(C(=O)O[C@H]1CC[C@@]2(C3CC[C@@]4([C@H](CCC4C3CC=C2C1)[C@H](C)CCCC(C)C)C)C)O)O bis((3S,10R,13R,17R)-10,13-dimethyl-17-((R)-6-methylheptan-2-yl)-2,3,4,7,8,9,10,11,12,13,14,15,16,17-tetradecahydro-1H-cyclopenta[a]phenanthren-3-yl) 2,3,4-trihydroxypentanedioate